N-[3-[3-Cyclopropyl-5-[(2-fluoro-4-iodophenyl)amino]-3,4,6,7-tetrahydro-6,8-dimethyl-2,4,7-trioxopyrido[4,3-d]pyrimidin-1(2H)-yl]phenyl]acetamide C1(CC1)N1C(N(C=2C(C1=O)=C(N(C(C2C)=O)C)NC2=C(C=C(C=C2)I)F)C=2C=C(C=CC2)NC(C)=O)=O